N-[2-(3-cyano-2-oxo-1,2-dihydropyridin-1-yl)-3-{[(CIS)-4-phenylcyclohexyl]oxy}propyl]methane-sulfonamide C(#N)C=1C(N(C=CC1)C(CNS(=O)(=O)C)CO[C@@H]1CC[C@@H](CC1)C1=CC=CC=C1)=O